N-[5-(2-fluoroethoxy)-4,6-dimethoxy-pyrimidin-2-yl]-5-(2-pyridyl)-1H-pyrrole FCCOC=1C(=NC(=NC1OC)N1C=CC=C1C1=NC=CC=C1)OC